3-(3-(2-trifluoromethylphenyl)acryloyl)-4-phenyloxazolidin-2-one FC(C1=C(C=CC=C1)C=CC(=O)N1C(OCC1C1=CC=CC=C1)=O)(F)F